1-bromo-8-(difluoromethyl)naphthalene BrC1=CC=CC2=CC=CC(=C12)C(F)F